FC=1C=C(C=CC1)CC(C(=O)O)NC(=O)C=1NC2=CC=CC(=C2C1)OC 3-(3-fluorophenyl)-2-(4-methoxy-1H-indole-2-carboxamido)propanoic acid